4,4-dimethyltetrahydro-2H-pyran-2-one CC1(CC(OCC1)=O)C